1-(5-(1,5-naphthyridin-2-yl)pyrrolo[2,1-f][1,2,4]triazin-2-yl)cyclobutane-1,3-diamine N1=C(C=CC2=NC=CC=C12)C=1C=CN2N=C(N=CC21)C2(CC(C2)N)N